C(C=C)N1N(C2=NC(=NC=C2C1=O)NC1=CC=C(C=C1)N1CCN(CC1)C(=O)C=1C=C(C=CC1F)CC1=NNC(C2=CC=CC=C12)=O)C1=NC=CC=C1 4-[[3-[4-[4-[[2-allyl-3-oxo-1-(2-pyridyl)pyrazolo[3,4-d]pyrimidin-6-yl]amino]phenyl]piperazine-1-carbonyl]-4-fluoro-phenyl]methyl]-2H-phthalazin-1-one